F[C@@H](CC1=CC=CC=C1)O (S)-alpha-fluoro-phenethyl alcohol